C(C)(C)C1=CC=C(C=C1)N1N=C2CCN(CC3C2=C1CCN3)C(C=C)=O 1-(2-(4-isopropylphenyl)-2,3,4,5,5a,6,8,9-octahydro-7H-1,2,5,7-tetraazabenzo[cd]azulen-7-yl)prop-2-en-1-one